2-benzyl-N-(8-fluoro-3-quinolinyl)-2,4-dimethyl-pentanamide C(C1=CC=CC=C1)C(C(=O)NC=1C=NC2=C(C=CC=C2C1)F)(CC(C)C)C